β-D-glucosyl-N-methylpropylamide tetrabenzoate C(C1=CC=CC=C1)(=O)[O-].C(C1=CC=CC=C1)(=O)[O-].C(C1=CC=CC=C1)(=O)[O-].C(C1=CC=CC=C1)(=O)[O-].[C@@H]1([C@H](O)[C@@H](O)[C@H](O)[C@H](O1)CO)C(CC)[N-]C